diphenyl phosphate tetramethyl-guanidine salt CN(C(N(C)C)=N)C.P(=O)(OC1=CC=CC=C1)(OC1=CC=CC=C1)O